1-(2,6-dichlorobenzyl)-1H-indole-5-carboxylic acid ClC1=C(CN2C=CC3=CC(=CC=C23)C(=O)O)C(=CC=C1)Cl